C(CCCCCCCCCCC)NC(CCNC(C(=C)C)=O)=O N-[3-(dodecylamino)-3-oxo-propyl]-2-methyl-prop-2-enamide